γ-Amino-N-Butyric Acid NCCCC(=O)O